5-[2,3-difluoro-4-[1-[2-[[(1s,2s)-2-methoxycyclohexyl]amino]-2-oxo-ethyl]-3-methyl-pyrazol-4-yl]phenyl]-1-methyl-imidazole-2-carboxamide FC1=C(C=CC(=C1F)C=1C(=NN(C1)CC(=O)N[C@@H]1[C@H](CCCC1)OC)C)C1=CN=C(N1C)C(=O)N